7-(2-Aminopropyl)quinolin-2(1H)-one trifluoroacetate FC(C(=O)O)(F)F.NC(CC1=CC=C2C=CC(NC2=C1)=O)C